N1N=NN=C1N1[C@@H]2[C@H](C[C@@H]([C@H]1CC2)C(F)(F)F)NC(=O)C2(CC2)C2=CC=C(C=C2)Cl N-[(1S,2S,4S,5R)-8-(1H-1,2,3,4-tetrazol-5-yl)-4-(trifluoromethyl)-8-azabicyclo[3.2.1]octan-2-yl]-1-(4-chlorophenyl)cyclopropane-1-carboxamide